[C-]1(C=CC=C1)C=1C=2C=C(CC2C=C2CCCC12)C.[CH-]1C=CC=C1.[Fe+2] 8-ferrocenyl-6-methyl-1,2,3,5-tetrahydro-s-indacene